CC1=CN=C(S1)NC=1C(=NC=CC1CN1CCOCC1)C1=CC=CC=C1C=CC(=O)N 3-(6-((5-methylthiazol-2-ylamino)-4-(morpholinomethyl)pyridin-2-yl)phenyl)acrylamide